CC1=C(C=2N(N=C1N1CC=3C=C(C=NC3CC1)C(C)(CC)O)C=NN2)C 2-(6-(7,8-dimethyl-[1,2,4]triazolo[4,3-b]pyridazin-6-yl)-5,6,7,8-tetrahydro-1,6-naphthyridin-3-yl)butan-2-ol